2,4-diphenylhexane diisocyanate [N-]=C=O.[N-]=C=O.C1(=CC=CC=C1)C(C)CC(CC)C1=CC=CC=C1